3-(3,5-diiodo-4-hydroxyphenyl)propionic acid IC=1C=C(C=C(C1O)I)CCC(=O)O